NC=1N=CC2=CC(=CC=C2C1)C1=C(N=C(N1C)NC(=O)NC1=CC(=C(C=C1)CN1CCN(CC1)C)C(F)(F)F)C 1-(5-(3-aminoisoquinolin-7-yl)-1,4-dimethyl-1H-imidazol-2-yl)-3-(4-((4-methylpiperazin-1-yl)methyl)-3-(trifluoromethyl)phenyl)urea